[NH4+].[W+4] tungsten ammonium salt